N1CCC(CC1)C1=C(C(=NC=C1)C(=O)N)C#CCC 4-(piperidin-4-yl)(but-1-yn-1-yl)picolinamide